difluoro-2-(4-isopropoxy-2-(trifluoromethyl)phenyl)acetamide FC(C(=O)N)(C1=C(C=C(C=C1)OC(C)C)C(F)(F)F)F